FC1(C2=CC=CC=C2C=2C=C(C=CC12)C(=O)NCC(=O)N1[C@@H](C[C@H](C1)OC(F)F)C(=O)N[C@H](CO)C1=CC=2C=NC=CC2N1)F (2S,4R)-1-((9,9-difluoro-9H-fluorene-3-carbonyl)glycyl)-4-(difluoromethoxy)-N-((S)-2-hydroxy-1-(1H-pyrrolo[3,2-c]pyridin-2-yl)ethyl)pyrrolidine-2-carboxamide